4-(benzo[b]thiophen-3-yl)-5-cyano-2-cyclopropyl-6-methyl-1,4-dihydropyridine-3-carboxylic acid ethyl ester C(C)OC(=O)C1=C(NC(=C(C1C=1C2=C(SC1)C=CC=C2)C#N)C)C2CC2